2,4,6-trihydroxy-3,5-diglucosyl-dihydrochalcone OC1C(C(=C(C(=C1C1[C@H](O)[C@@H](O)[C@H](O)[C@H](O1)CO)O)C1[C@H](O)[C@@H](O)[C@H](O)[C@H](O1)CO)O)\C=C\C(=O)C1=CC=CC=C1